6-(1,3-benzoxazol-2-yl)-2-(7-bromo-1-phenyl-3,4-dihydro-1H-isoquinolin-2-yl)-5-methoxy-3-methylpyrimidin-4-one O1C(=NC2=C1C=CC=C2)C2=C(C(N(C(=N2)N2C(C1=CC(=CC=C1CC2)Br)C2=CC=CC=C2)C)=O)OC